(19R)-3-ethyl-16-fluoro-10,19-dimethyl-20-oxa-3,4,9,10,23-pentaazapentacyclo[19.3.1.02,6.08,12.013,18]pentacosa-1(24),2(6),4,8,11,13,15,17,21(25),22-decaen-22-amine C(C)N1C=2C3=CN=C(C(O[C@@H](C4=CC(=CC=C4C4=CN(N=C4CC2C=N1)C)F)C)=C3)N